ClC1=C(C=CC=C1)C1=C(C=NN1)C(=O)N1CCC(CC1)N (5-(2-chlorophenyl)-1H-pyrazol-4-yl)(4-aminopiperidin-1-yl)methanone